N-(4-((7-(difluoromethoxy)-6-methoxyquinolin-4-yl)oxy)-3,5-difluorophenyl)-4-methoxypyridine-3-carboxamide FC(OC1=C(C=C2C(=CC=NC2=C1)OC1=C(C=C(C=C1F)NC(=O)C=1C=NC=CC1OC)F)OC)F